1-Methyl-N-((8-(4-(trifluoromethyl)phenyl)imidazo[1,2-a]pyrazin-6-yl)methyl)-1H-imidazole-4-carboxamide CN1C=NC(=C1)C(=O)NCC=1N=C(C=2N(C1)C=CN2)C2=CC=C(C=C2)C(F)(F)F